(16,16-difluorohexadecyl)magnesium bromide FC(CCCCCCCCCCCCCCC[Mg]Br)F